CS(=O)(=O)[O-].C(CCCCCCCCCCC)[NH+]1C(CCC1)CCC 1-dodecyl-2-propylpyrrolidinium methanesulfonate